NC1=C2NC(N(C2=NC(=N1)OCCCC)CC1=CC=C(CN2CCC(CC2)CCNC(CCOCCOCCOCCOCCON)=O)C=C1)=O N-(2-(1-(4-((6-amino-2-butoxy-8-oxo-7,8-dihydro-9H-purin-9-yl)methyl)benzyl)piperidin-4-yl)ethyl)-1-(aminooxy)-3,6,9,12-tetraoxapentadecan-15-amide